(R/S)-2-(5-(1-aminoethyl)-2-fluorophenyl)-2,2-difluoroethan-1-ol hydrochloride Cl.N[C@H](C)C=1C=CC(=C(C1)C(CO)(F)F)F |r|